6,6-dimethylpiperidin-2-one CC1(CCCC(N1)=O)C